(1,4-dibenzylpiperazin-2-yl)methane-d2 C(C1=CC=CC=C1)N1C(CN(CC1)CC1=CC=CC=C1)C([2H])[2H]